BrC1=NN(C(=N1)C(=O)OC)CC1=CC=C(C=C1)OC methyl 3-bromo-1-[(4-methoxyphenyl)methyl]-1H-1,2,4-triazole-5-carboxylate